2-(2-methoxy-6,7-dihydro-5H-cyclopenta[b]pyridine-3-carboxamido)-2-methylpropyl 3-fluorobenzoate FC=1C=C(C(=O)OCC(C)(C)NC(=O)C=2C=C3C(=NC2OC)CCC3)C=CC1